(1S,2S)-N-(8-amino-6-(2,6-difluorophenyl)isoquinolin-3-yl)-2-(1-methyl-1H-pyrazol-4-yl)cyclopropanecarboxamide NC=1C=C(C=C2C=C(N=CC12)NC(=O)[C@@H]1[C@H](C1)C=1C=NN(C1)C)C1=C(C=CC=C1F)F